C(C)C=1C(=C(C=C2NC(C=3N(C12)C(=NN3)C)(C)C)F)C3=C1C=CN(C1=CC=C3)S(=O)(=O)C 9-ethyl-7-fluoro-1,4,4-trimethyl-8-(1-methylsulfonyl-1H-indol-4-yl)-5H-[1,2,4]triazolo[4,3-a]quinoxaline